S1C2=C(C=C1)C=C(C=C2)CNC(=O)[C@H]2N(CCN(C2)C=2C=1C(N=CN2)=NN(C1)C1=CC=C(C=C1)C)C (S)-N-(benzo[b]thiophen-5-ylmethyl)-1-methyl-4-(2-(p-tolyl)-2H-pyrazolo[3,4-d]pyrimidin-4-yl)piperazine-2-carboxamide